[NH3+]C1=CC=CC=C1.[PH2](=O)[O-] hypophosphorous acid anilinium salt